[3-(2,2,2-trifluoroethyl)imidazol-4-yl]methanol FC(CN1C=NC=C1CO)(F)F